3-methyl-N-(4-methyl-6-(1-methyl-1H-pyrazol-3-yl)pyridin-3-yl)-1-(tetrahydro-2H-pyran-4-yl)-1H-pyrazolo[3,4-d]pyrimidin-6-amine CC1=NN(C2=NC(=NC=C21)NC=2C=NC(=CC2C)C2=NN(C=C2)C)C2CCOCC2